tert-Butyl 2-(2-(((2-(ethoxycarbonyl)-1H-pyrrol-3-yl)amino)methyl)phenyl)morpholine-4-carboxylate morpholine-4-carboxylate N1(CCOCC1)C(=O)O.C(C)OC(=O)C=1NC=CC1NCC1=C(C=CC=C1)C1CN(CCO1)C(=O)OC(C)(C)C